NC12CC(C(CC1)(CC2)C2=NC(=NO2)C2=CC(=CC=C2)F)O 4-amino-1-(3-(3-fluorophenyl)-1,2,4-oxadiazol-5-yl)bicyclo[2.2.2]octan-2-ol